fluoro-2-methyl-3,4-dihydro-2H-1,4-benzoxazine-6-carboxylate FC1(OC2=C(NC1)C=C(C=C2)C(=O)[O-])C